NC=1SC(=CN1)C(=O)NC1=C(C=C(C(=C1)C(NC1CC(C1)OC)=O)F)C 2-Amino-N-[4-fluoro-5-[(3-methoxycyclobutyl)carbamoyl]-2-methylphenyl]-1,3-thiazole-5-carboxamide